methyl (1r,4r)-4-(4-(2-(2-aminopyridin-3-yl)-5-phenyl-3H-imidazo[4,5-b]pyridin-3-yl)benzamido)cyclohexane-1-carboxylate NC1=NC=CC=C1C1=NC=2C(=NC(=CC2)C2=CC=CC=C2)N1C1=CC=C(C(=O)NC2CCC(CC2)C(=O)OC)C=C1